2-((3S,5R)-5-(2,3-dichloro-6-hydroxyphenyl)pyrrolidin-3-yl)-1-(4-hydroxypiperidin-1-yl)ethan-1-one ClC1=C(C(=CC=C1Cl)O)[C@H]1C[C@H](CN1)CC(=O)N1CCC(CC1)O